C(C1=CC=CC=C1)OC1=CC(=NC(=C1)C)C=1C(NC=C(C1)C(F)(F)F)(CCCCCCCCO)C1=CCC(CC1)C(F)(F)F 3-(4-Benzyloxy-6-methyl-2-pyridinyl)-5-(trifluoromethyl)-2-[4-(trifluoromethyl)cyclohexen-1-yl]pyridineoctanol